C(C)(C)(C)[Si](C)(C)OCCOC1=C(C=C(C=C1)C1=CC=C(C=C1)CCCCC)OCCO[Si](C)(C)C(C)(C)C tert-butyl-[2-[2-[2-[tert-butyl-(dimethyl)silyl]oxyethoxy]-4-(4-pentylphenyl)phenoxy]ethoxy]-dimethyl-silane